Cl[Si](N1[Si](N([Si]1(C1=CC=CC=C1)C1=CC=CC=C1)[Si](C1=CC=CC=C1)(C1=CC=CC=C1)Cl)(C)C)(C)C 1-chlorodimethylsilyl-3-chlorodiphenylsilyl-2,2-dimethyl-4,4-diphenyl-cyclodisilazane